C(CCCCC)OC(C1=C(N=C(C=C1)F)CN1C(N(C=2N=C(N(C2C1=O)CC#CC)N1C[C@@H](CCC1)N)C)=O)=O (R)-2-((8-(3-aminopiperidin-1-yl)-7-(but-2-yn-1-yl)-3-methyl-2,6-dioxo-2,3,6,7-tetrahydro-1H-purin-1-yl)methyl)-6-fluoronicotinic acid hexyl ester